phenyl-1,2,3-triazolemethylamine C1(=CC=CC=C1)C1=C(N=NN1)CN